1-methyl-3-(5-(((S)-1,1,1-trifluoropropan-2-yl)carbamoyl)octahydropentalen-2-yl)-1H-pyrazole-4-carboxamide CN1N=C(C(=C1)C(=O)N)C1CC2CC(CC2C1)C(N[C@H](C(F)(F)F)C)=O